6-[2-isopropyl-5-[5-(trifluoromethyl)-3-pyridinyl]-1,2,4-triazol-3-yl]bicyclo[3.1.0]hexane-3-one C(C)(C)N1N=C(N=C1C1C2CC(CC12)=O)C=1C=NC=C(C1)C(F)(F)F